C(=O)(O)CCC(=O)N1C=C2C=C(C(=CC2=C1)OCCCOC=1C=C2CN(CC2=CC1OC)C(CCC(=O)O)=O)OC 4-(5-(3-((2-(3-carboxypropanoyl)-6-methoxy-2H-isoindol-5-yl)oxy)propoxy)-6-methoxyisoindolin-2-yl)-4-oxobutanoic acid